C(CCC)OCCOP(=O)(O)O.P(=O)(OCCOCCCC)(O)O 2-butoxyethyl dihydrogen phosphate (2-butoxyethyl dihydrogen phosphate)